1-((1,1'-biphenyl)-4-yl)-2-((5-((2-chlorophenoxy)methyl)-1,3,4-oxadiazol-2-yl)thio)ethan-1-one C1(=CC=C(C=C1)C(CSC=1OC(=NN1)COC1=C(C=CC=C1)Cl)=O)C1=CC=CC=C1